3-(4-hydroxy-3,5-di-t-butylphenyl)propionic acid OC1=C(C=C(C=C1C(C)(C)C)CCC(=O)O)C(C)(C)C